Cl.S(C#N)CC(CN(C)C)SC#N 1,2-dithiocyanato-3-(dimethylamino)propane hydrochloride salt